C(#N)[C@H]1COCCN1CC1=CC=C(C=C1)C=1C=C(C=2N=CN=C(C2N1)N[C@@H]1CNCCC1)C(=O)N 6-(4-(((S)-3-cyanomorpholino)methyl)phenyl)-4-(((S)-piperidin-3-yl)amino)pyrido[3,2-d]pyrimidine-8-carboxamide